1-[2-(4-chloropyridazin-3-yl)oxy-4-(4-fluorophenyl)cyclopentyl]piperidin-3-amine ClC1=C(N=NC=C1)OC1C(CC(C1)C1=CC=C(C=C1)F)N1CC(CCC1)N